2-(((2,6-dioxo-4-phenylcyclohexylidene)methyl)amino)thiazole-4-carboxylic acid O=C1C(C(CC(C1)C1=CC=CC=C1)=O)=CNC=1SC=C(N1)C(=O)O